CN1N=C(C2=CC=CC(=C12)C1CCC(CC1)=O)N1C(NC(CC1)=O)=O 1-[1-methyl-7-(4-oxocyclohexyl)indazol-3-yl]hexahydropyrimidine-2,4-dione